S(=O)(=O)(C1=CC=C(C)C=C1)NCCC1=CNC2=CC=CC=C12 tosyl-2-(1H-indol-3-yl)ethylamine